COC1=CC=C(C=C1)C(C)(C)C1=CC=C(C=C1)OC 2,2-bis(4'-methoxyphenyl)propane